tert-butyl (R)-4-chloro-7-((5-(3-(2-hydroxypropan-2-yl)piperidin-1-yl)pyridin-2-yl)amino)-1-oxo-1,3-dihydro-2H-pyrrolo[3,4-c]pyridine-2-carboxylate ClC1=NC=C(C2=C1CN(C2=O)C(=O)OC(C)(C)C)NC2=NC=C(C=C2)N2C[C@@H](CCC2)C(C)(C)O